azabicyclo[3.1.0]hexane-3-carboxamide N12CC(CC2C1)C(=O)N